Dimethyl-sulfur bromide C[S](C)Br